BrCC[C@@H]1[C@@H]2[C@@H](CC[C@@H]2C12OCCO2)O |&1:5| (±)-(1R,5S,7R)-7-(2-bromoethyl)spiro[bicyclo[3.2.0]heptane-6,2'-[1,3]dioxolane]-2-ol